FC=1C=C2CCN=CC2=CC1 6-fluoro-3,4-dihydroisoquinoline